CCC(C)S(=O)N=C1CCOCC1 (±)-Methyl-N-tetrahydropyran-4-ylidene-propane-2-sulfinamide